CC(C)(C)OC(=O)NCC[C@@H](C(=O)O)NC(=O)OCC1C2=CC=CC=C2C3=CC=CC=C13 Fmoc-(N-gamma-Boc)-L-alpha,gamma-diaminobutyric acid